NC1=C(C(=O)OC)C=C(C=N1)Br methyl 2-amino-5-bromonicotinate